ClC=1C=CC(=C(C1)C1=CN=C(S1)[C@@H](C)NC(=O)C1=NN(C(C=C1)=O)C1=C(C=CC=C1)F)C=O N-[(1R)-1-[5-(5-chloro-2-formylphenyl)thiazol-2-yl]ethyl]-1-(2-fluorophenyl)-6-oxo-pyridazine-3-carboxamide